CC([C@@H](C(=O)O)N(C(=O)N1C[C@@]2(CN(CO2)C(C=C)=O)CC1)C)C (2S)-3-methyl-2-{methyl-[(5S)-3-(prop-2-enoyl)-1-oxa-3,7-diazaspiro[4.4]nonan-7-yl]carbonylamino}butanoic acid